3-ethyl-3-[4-(7H-pyrrolo[2,3-d]pyrimidin-4-yl)-1H-pyrazol-1-yl]pentanenitrile C(C)C(CC#N)(CC)N1N=CC(=C1)C=1C2=C(N=CN1)NC=C2